4-(((3R,6S)-1-propenoyl-6-methylpiperidin-3-yl)amino)-7H-pyrrolo[2,3-d]pyrimidine-5-carboxylic acid tert-butyl ester C(C)(C)(C)OC(=O)C1=CNC=2N=CN=C(C21)N[C@H]2CN([C@H](CC2)C)C(C=C)=O